ClC=1SC(=CN1)C[N+]1=C2N(C(C(=C1)C1=CN(C3=CC=CC=C13)C)=O)C=CC=C2 1-((2-chlorothiazol-5-yl)methyl)-3-(1-methyl-1H-indol-3-yl)-4-oxo-4H-pyrido[1,2-a]pyrimidinium